CC1(CN(CCCN1)[C@H](CCC)C1=NC2=CC=C(C=C2C(N1CC)=O)F)C (R)-2-(1-(3,3-dimethyl-1,4-diazepan-1-yl)butyl)-3-ethyl-6-fluoroquinazolin-4(3H)-one